C(C)(C)(C)OC(=O)[N-]SC N-t-butoxycarbonyl-methylthioamid